O=C1N(C(OC1)C=1C=C(C(=O)NCCCCC2=CC=CC=C2)C=CC1)C1=NC=CC=C1 3-(4-oxo-3-(pyridin-2-yl)oxazolidin-2-yl)-N-(4-phenylbutyl)benzamide